C(C)C=1C=CC(N(C1)C)=O 5-ethyl-1-methylpyridin-2(1H)-one